6-(4-((S)-4-((R)-3-oxo-4-(trifluoromethyl)-3,5,6,7-tetrahydro-2H-cyclopenta[c]pyridazin-7-yl)morpholin-2-carbonyl)piperazin-1-yl)nicotinonitrile O=C1C(=C2C(=NN1)[C@@H](CC2)N2C[C@H](OCC2)C(=O)N2CCN(CC2)C2=NC=C(C#N)C=C2)C(F)(F)F